FC=1C=CC2=C(NC(=NS2(=O)=O)NCC2=CC=C(C=C2)S(=O)(=O)C)C1[C@H](C)C1=C(C=CC=C1)F (R)-6-fluoro-5-(1-(2-fluorophenyl)ethyl)-3-((4-(methylsulfonyl)benzyl)amino)-4H-benzo[e][1,2,4]thiadiazine 1,1-dioxide